8-(2-cyanoallyl)-8-methyl-8-azabicyclo[3.2.1]octan-8-ium C(#N)C(C[N+]1(C2CCCC1CC2)C)=C